C(=O)O.NCCCNC(CN1CCN(CC1)C(C1=C(C=C(C=C1)NC=1C=2N(C=CN1)C(=CN2)C=2C(=NN(C2)CC(F)F)C(F)(F)F)Cl)=O)=O N-(3-aminopropyl)-2-(4-(2-chloro-4-((3-(1-(2,2-difluoroethyl)-3-(trifluoromethyl)-1H-pyrazol-4-yl)imidazo[1,2-a]pyrazin-8-yl)amino)benzoyl)piperazin-1-yl)acetamide formate